NC1=C(N=CC2=C(C=CC=C12)C1=NC=NC=C1C(F)(F)F)C(=O)NCCC 4-amino-N-propyl-8-(5-(trifluoromethyl)pyrimidin-4-yl)isoquinoline-3-carboxamide